S(N)(=O)(=O)C1=CC=C(CCNC(=O)C=2C(=CC=CC2)C2=CC=CC=C2)C=C1 N-(4-sulfamoylphenethyl)-[1,1'-biphenyl]-2-carboxamide